OCC[C@H]1[C@H]2CC[C@@H](CN1)N2C(=O)OC(C)(C)C |&1:7| tert-butyl (1R,2S,5SR)-2-(2-hydroxyethyl)-3,8-diazabicyclo[3.2.1]octane-8-carboxylate